1-{3-[(5-fluoropyridin-3-yl)methoxy]pyridin-2-yl}-5-methylpyrrolidine-3-carboxylic acid FC=1C=C(C=NC1)COC=1C(=NC=CC1)N1CC(CC1C)C(=O)O